t-butyl-peroxyvaleric acid n-butylester C(CCC)OOC(C(CCC)C(C)(C)C)=O